O-methyl succinate C(CCC(=O)[O-])(=O)OC